COC(C1=CC(=C(C(=C1)OC)O)O)=O 3,4-dihydroxy-5-methoxy-benzoic acid methyl ester